methyl 1-((2,6-dihydroxy-5-nitropyrimidin-4-yl) methyl)-1,2,3,4-tetrahydronaphthalene-1-carboxylate OC1=NC(=C(C(=N1)CC1(CCCC2=CC=CC=C12)C(=O)OC)[N+](=O)[O-])O